C(C)[Si](OC1C(COC1)=O)(CC)CC 4-((triethylsilyl)oxy)di-hydrofuran-3(2H)-one